6-bromo-1-methyl-2(1H)-quinoxalinone BrC=1C=C2N=CC(N(C2=CC1)C)=O